1,2-di-sec-butoxybenzene C(C)(CC)OC1=C(C=CC=C1)OC(C)CC